O=C1NC(CCC1NC(=O)C1=NC=C(C=C1)N1CCC(CC1)C=O)=O N-(2,6-dioxo-3-piperidyl)-5-(4-formyl-1-piperidyl)pyridine-2-carboxamide